8-bromo-4-(bromomethyl)quinoline-3-carboxylic acid ethyl ester C(C)OC(=O)C=1C=NC2=C(C=CC=C2C1CBr)Br